n-butyl-L-lactate C(CCC)OC([C@@H](O)C)=O